FC(C=1C=CC2=C(NC(=N2)C=2C=C(C=CC2)NC2=CC=CN=N2)C1)(F)F 6-((3-(6-(trifluoromethyl)-1H-benzo[d]imidazol-2-yl)phenyl)amino)pyridazine